phenylpiperidine-3-carboxamide C1(=CC=CC=C1)N1CC(CCC1)C(=O)N